[Fe].[Au].[Pt] platinum-gold-iron